CC1=C(C=C(C=C1)[C@H]1CC(=NO1)SCCNC(C)=O)OC1=CC(=CC=C1)C(F)(F)F N-[2-[[(5R)-5-[4-Methyl-3-[3-(trifluoromethyl)phenoxy]phenyl]-4,5-dihydroisoxazol-3-yl]sulfanyl]ethyl]acetamide